(2S,3S,4R,5R)-3,4-dihydroxyl-N-meth-yl-5-(6-(((6-methylpyridin-2-yl)meth-yl)amino)-2-(5-methylpyridin-3-yl)-9H-purin-9-yl)tetrahydrothiophen-2-formamide 1,1-dioxide O[C@@H]1[C@H](S([C@H]([C@@H]1O)N1C2=NC(=NC(=C2N=C1)NCC1=NC(=CC=C1)C)C=1C=NC=C(C1)C)(=O)=O)C(=O)NC